C(C)(C)(C)OC(=O)N1C[C@H]2N(C3=C(OC2)N=C(C=C3)C(N[C@@H]3C(NC(CC3)=O)=O)=O)CC1.ClC1=C(OCC3OC3)C=CC=C1 (2-chlorophenoxy)methyl-oxirane tert-butyl-(R)-8-(((S)-2,6-dioxopiperidin-3-yl)carbamoyl)-1,2,4a,5-tetrahydropyrazino[1,2-d]pyrido[2,3-b][1,4]oxazine-3(4H)-carboxylate